BrC1=CC=C2C(=N1)C=CO2 5-bromofuro[3,2-b]pyridine